Ethylenediamine Disuccinate C1(CCC(=O)ON2CCN(O1)OC(CCC(=O)O2)=O)=O